CC1=NN2C(CC[C@@H]([C@@H]2CC2=CC(=CC=C2)C2=NC=CC=C2)NS(=O)(=O)C)=C1 |r| rac-N-[(6S,7S)-2-methyl-7-{[3-(pyridin-2-yl)phenyl]methyl}-4,5,6,7-tetrahydropyrazolo[1,5-a]pyridin-6-yl]methanesulfonamide